C(C)(C)OC([C@@H](NP(=O)(OC1=CC=C(C=C1)OC)Cl)C)=O (chloro(4-methoxyphenoxy)phosphoryl)-L-alanine isopropyl ester